5-Chloro-2-(2,3-dihydro-benzo[1,4]dioxin-5-yl)-pyridine ClC=1C=CC(=NC1)C1=CC=CC=2OCCOC21